C(CC(C)C)N1CCC(CC1)C1OC2(CC2)CN(C1)CC1=CC=C(C=C1)OC 5-(1-isopentylpiperidin-4-yl)-7-(4-methoxybenzyl)-4-oxa-7-azaspiro[2.5]octane